benzyl-(4-hydroxyphenyl)-methylsulfonium hexafluoroantimonate F[Sb-](F)(F)(F)(F)F.C(C1=CC=CC=C1)[S+](C)C1=CC=C(C=C1)O